C(C)(C)C1=CC(=NN1C)S(=O)(=O)N 5-Isopropyl-1-methyl-1H-pyrazole-3-sulfonamide